O=C1NC(CCC1N(C(CC=1C=CC(=NC1)N1CCN(CC1)CCN1CCNCC1)=O)C)=O 4-(2-(4-(5-(2-((2,6-dioxopiperidin-3-yl)(methyl)amino)-2-oxoethyl)pyridin-2-yl)piperazin-1-yl)ethyl)piperazin